CNC1=CC=CC(=N1)C(=O)NC1CCC(CC1)NC1=CC=CC=2N1C=C(N2)C(F)(F)F 6-(methylamino)-N-[(1s,4s)-4-{[2-(trifluoromethyl)imidazo[1,2-a]pyridin-5-yl]amino}cyclohexyl]pyridine-2-carboxamide